5-(1,2-dihydroxyethyl)-3,4-dihydroxytetrahydrofuran-2-YLGLYCINATE OC(CO)C1C(C(C(O1)NCC(=O)[O-])O)O